[Na+].C=1(C(=CN=CC1)S(=O)(=O)[O-])C=CC=1C(=CN=CC1)S(=O)(=O)[O-].[Na+] 4,4'-diazastilbene-2,2'-disulfonic acid sodium salt